6-bromo-N3-methyl-pyridine-3,4-diamine BrC1=CC(=C(C=N1)NC)N